ethyl-phenylethylamine C(C)NCCC1=CC=CC=C1